C(=O)O.C1(CC1)[C@H]1CN(CCN1)C=1N=NC(=CN1)C1=C(C=C(C=C1)C1=CC=2N(C=C1)C(=NC2)C)O 2-{3-[(3S)-3-cyclopropylpiperazin-1-yl]-1,2,4-triazin-6-yl}-5-(3-methylimidazo[1,5-a]pyridin-7-yl)phenol formate salt